N,N,N',N'-Tetrahydroxyethylethylenediamine ON(C(CN(O)O)CC)O